5H-(1)benzopyran O1C=CC=C2C1=CC=CC2